potassium silanolate [SiH3][O-].[K+]